N1(N=CC=C1)C=1C=C(CN(C2=CC(=NC=C2)COCCN2CCOCC2)CC2=CC(=CC=C2)OC)C=CC1 N-(3-(1H-pyrazol-1-yl)benzyl)-N-(3-methoxybenzyl)-2-((2-morpholinoethoxy)methyl)pyridin-4-amine